5-(2-(2-Aminopyridin-3-yl)-3-(4-(chloromethyl)phenyl)-3H-imidazo[4,5-b]pyridin-5-yl)-1-(fluoromethyl)pyridin-2(1H)-one NC1=NC=CC=C1C1=NC=2C(=NC(=CC2)C=2C=CC(N(C2)CF)=O)N1C1=CC=C(C=C1)CCl